acryloxypropyl-chlorodimethylsilane C(C=C)(=O)OCCC[Si](C)(C)Cl